CC1=NN(C(=C1SC1=CC=C(C=C1)Br)N)C1=CC=CC=C1 3-methyl-1-phenyl-4-(p-bromophenylthio)-1H-pyrazol-5-amine